N-[2-(4-formylcyclohexyl)-6-[(1S,4S)-2-oxa-5-azabicyclo[2.2.1]Hept-5-yl]-1-Oxo-isoindolin-5-yl]-6-(trifluoromethyl)pyridine-2-carboxamide C(=O)C1CCC(CC1)N1C(C2=CC(=C(C=C2C1)NC(=O)C1=NC(=CC=C1)C(F)(F)F)N1[C@@H]2CO[C@H](C1)C2)=O